6-(4-chloro-3-fluorophenyl)-2-(3-fluorophenyl)-3-oxo-2,3-dihydropyridazine-4-carboxylic acid ClC1=C(C=C(C=C1)C=1C=C(C(N(N1)C1=CC(=CC=C1)F)=O)C(=O)O)F